methyl 2-[2-[tert-butyl (dimethyl) silyl] oxyethyl]-5-ethoxy-pyrazole-3-carboxylate [Si](C)(C)(C(C)(C)C)OCCN1N=C(C=C1C(=O)OC)OCC